COC(NC1=CC(=C(C=C1)C(C)=O)Br)=O (4-acetyl-3-bromo-phenyl)-carbamic acid methyl ester